methyl 3-(3,5-di-tert-butyl-4-hydroxyphenyl)-propionate C(C)(C)(C)C=1C=C(C=C(C1O)C(C)(C)C)CCC(=O)OC